C(C)(C)(C)OC(=O)N1CCN(CC1)C(CN1C=NC(=C1C1=CC=NC=C1)Br)=O.C(CCCCC)OC1=CC=C(C2=C1OCO2)CN[C@H](C(=O)N)C (S)-2-{[7-(hexyloxy)benzo[d][1,3]dioxol-4-yl]methylamino}propionamide tert-butyl-4-{2-[4-bromo-5-(pyridin-4-yl)-1H-imidazol-1-yl]acetyl}piperazine-1-carboxylate